CC(CCOC([C@@H](NP(=O)(OC1=CC=CC=C1)OC1=CC=C(C=C1)[N+](=O)[O-])C)=O)(C)C ((4-nitrophenoxy)(phenoxy)phosphoryl)-L-alanine 3,3-dimethylbutyl ester